ClC=1C(=C(C=CC1F)[C@H](NC(=O)[C@H]1NC(NC1)=O)C=1C=NC(=C(C1)F)C(F)(F)F)F (S)-N-((R)-(3-chloro-2,4-difluorophenyl)(5-fluoro-6-(trifluoromethyl)pyridin-3-yl)methyl)-2-oxoimidazolidine-4-carboxamide